(S)-8-((3S,5R)-3,5-dimethylpiperazin-1-yl)-11-(5-fluoro-4-methylpyridin-2-yl)-3-methoxy-10-(trifluoromethyl)-3,4-dihydro-2H,6H-[1,4]thiazepino[2,3,4-ij]quinazolin-6-one C[C@H]1CN(C[C@H](N1)C)C1=NC(N2C3=C(C(=C(C=C13)C(F)(F)F)C1=NC=C(C(=C1)C)F)SC[C@H](C2)OC)=O